1,1-dimethoxy-3,4-dibutyl-cyclopentane COC1(CC(C(C1)CCCC)CCCC)OC